tert-Butyl 3-(5-acetamido-3-fluoro-2-methylphenyl)propanoate C(C)(=O)NC=1C=C(C(=C(C1)CCC(=O)OC(C)(C)C)C)F